C(C)OC(=O)C1=C(N=C(S1)NC1=NC(=CC(=N1)N1CC(NCC1)=O)OC=1C=NC=CC1)C 2-[[4-[3-oxo-1-piperazinyl]-6-[[3-pyridinyl]oxy]-2-pyrimidinyl]amino]-4-methyl-5-thiazolecarboxylic acid ethyl ester